BrC=1C=C2CC(NC(C2=CC1)=O)CNC 6-Bromo-3-((methylamino)methyl)-3,4-dihydroisoquinolin-1(2H)-one